1-(4-amino-3,5-dimethylphenyl)pyrrolidin-2-one NC1=C(C=C(C=C1C)N1C(CCC1)=O)C